2-(azetidin-1-yl)pyridine-4-carbonitrile N1(CCC1)C1=NC=CC(=C1)C#N